5-chloro-N-((1r,4r)-4-((3-(2-methylpyridin-4-yl)-2-oxo-2,3-dihydro-1H-benzo[d]imidazol-1-yl)methyl)cyclohexyl)-2-(trifluoro-methyl)nicotinamide ClC=1C=NC(=C(C(=O)NC2CCC(CC2)CN2C(N(C3=C2C=CC=C3)C3=CC(=NC=C3)C)=O)C1)C(F)(F)F